7,8-dihydro-6H-cyclopenta[B]-1,8-naphthyridine N1=CC=CC=2C=C3C(=NC12)CCC3